O=C1C(CC1)N1C(CN(CC1)C(=O)OC(C)(C)C)CNC1=CC=C(C=C1)C(F)(F)F tert-butyl 4-(2-oxocyclobutyl)-3-(((4-(trifluoromethyl)phenyl)amino)methyl)piperazine-1-carboxylate